(±)-4-(1-(4,5-Dichloro-1-methyl-1H-indole-2-carboxamido)-2,2,2-trifluoroethyl)benzoic acid ClC1=C2C=C(N(C2=CC=C1Cl)C)C(=O)N[C@@H](C(F)(F)F)C1=CC=C(C(=O)O)C=C1 |r|